(R)-N-(3,3-difluoropiperidin-4-yl)-5-(8-fluoroquinolin-6-yl)-4-methoxypyrrolo[2,1-f][1,2,4]triazin-2-amine FC1(CNCC[C@H]1NC1=NN2C(C(=N1)OC)=C(C=C2)C=2C=C1C=CC=NC1=C(C2)F)F